(S)-4-(cyclopropyl(4-(5,6,7,8-tetrahydro-1,8-naphthyridin-2-yl)butyl)amino)-2-(3-(pentan-3-yl)ureido)butanoic acid C1(CC1)N(CC[C@@H](C(=O)O)NC(=O)NC(CC)CC)CCCCC1=NC=2NCCCC2C=C1